COC(C1=CC(=CC(=C1)[N+](=O)[O-])C(N[C@H](C(=O)NC=1C(N(C=CC1)CC(=O)NC1C2CC3CC(CC1C3)C2)=O)CC\C=C\C(=O)OC)=O)=O (S,E)-Methyl-3-(1-(1-(2-(2-adamantylamino)-2-oxoethyl)-2-oxo-1,2-dihydropyridin-3-ylamino)-7-methoxy-1,7-dioxohept-5-en-2-ylcarbamoyl)-5-nitrobenzoat